2-amino-5-(3-biphenylyl)thiazole-4-acetic acid hydrobromide salt Br.NC=1SC(=C(N1)CC(=O)O)C=1C=C(C=CC1)C1=CC=CC=C1